3-(4-(4-(2-((1-benzylpiperidin-4-yl)methyl)-1-oxo-2,3-dihydro-1H-inden-5-yl)-3,6-dihydropyridin-1(2H)-yl)butyl)-1H-indole-5-carbonitrile C(C1=CC=CC=C1)N1CCC(CC1)CC1C(C2=CC=C(C=C2C1)C=1CCN(CC1)CCCCC1=CNC2=CC=C(C=C12)C#N)=O